BrC1=C(C=C2C(=C(C(=NC2=C1OC)OC)C#N)N1C[C@H](N(C[C@@H]1C)C(=O)OC(C)(C)C)C)Cl (2R,5S)-tert-butyl 4-(7-bromo-6-chloro-3-cyano-2,8-dimethoxyquinolin-4-yl)-2,5-dimethylpiperazine-1-carboxylate